N1C=CC=2C1=NC=C(C2)N2C(=NC=1C2=NC(=CC1)C(F)(F)F)C(F)(F)F 3-(1H-Pyrrolo[2,3-b]pyridin-5-yl)-2,5-bis(trifluoromethyl)imidazo[4,5-b]pyridine